tert-Butyl 4-(3-(2,4-dioxotetrahydropyrimidin-1(2H)-yl)-4-fluorophenyl)piperidine-1-carboxylate O=C1N(CCC(N1)=O)C=1C=C(C=CC1F)C1CCN(CC1)C(=O)OC(C)(C)C